NC=1N=C(SC1C(=O)C1=NC(=NO1)C1=NC=CC=C1)N(C1=CC=C(C=C1)F)C(C(=O)N)C (N-[4-amino-5-[3-(2-pyridyl)-1,2,4-oxadiazole-5-carbonyl]thiazol-2-yl]-4-fluoro-anilino)propanamide